(E)-N'-(1-(pyridin-2-yl)ethylidene)hydrazinecarbothiohydrazide N1=C(C=CC=C1)\C(\C)=N\NC(=S)NN